xylylenediamine hydrochloride Cl.C=1(C(=CC=CC1)CN)CN